C1CC12CCN(CC2)C2=C(C=CC(=C2)Br)N2N=NC(=C2)C2=CC=NC(=N2)N2CCC(CC2)(F)F 6-[1-(2-{6-azaspiro[2.5]octane-6-yl}-4-bromophenyl)-1H-1,2,3-triazol-4-yl]-2-(4,4-difluoropiperidin-1-yl)pyrimidin